C(C)(C)(C)OC(N(C)C=1C=CC2=C(N=CO2)C1)=O.[N+](=O)([O-])C=1C=C(COC2=CC=C(C3=C2OCO3)CN[C@H](C(=O)N)C)C=CC1 (S)-2-{[7-(3-nitrobenzyloxy)benzo[d][1,3]dioxol-4-yl]methylamino}propanamide tert-butyl-N-(1,3-benzoxazol-5-yl)-N-methyl-carbamate